CN(CCN(C1=C(C=C(C=C1)NC1=NC=C(C(=N1)C1=CNC2=C(C=CC=C12)OC)F)NC(C)=O)C)C N-(2-((2-(dimethylamino)ethyl)(methyl)amino)-5-((5-fluoro-4-(7-methoxy-1H-indol-3-yl)pyrimidin-2-yl)amino)phenyl)acetamide